methyl 5-amino-7-(5-isopropoxythiazol-2-yl)-2,3-dihydrobenzofuran-4-carboxylate NC1=CC(=C2C(CCO2)=C1C(=O)OC)C=1SC(=CN1)OC(C)C